FC(C=1N=C(N(C1)C)C1=CC=C(C=C1)CN)F (4-(4-(difluoromethyl)-1-methyl-1H-imidazol-2-yl)phenyl)methanamine